C(#N)COC1=C(C(=C(C=C1)C1=CN=C(N1C)C(=O)NC1=CC(=C(C=C1)C(=O)N1CCN(CC1)C(=O)[C@H]1CNCC1)C)F)F 5-[4-(cyanomethoxy)-2,3-difluoro-phenyl]-1-methyl-N-[3-methyl-4-[4-[(3R)-pyrrolidine-3-carbonyl]piperazine-1-carbonyl]phenyl]imidazole-2-carboxamide